[15NH]1C=NC=C1 imidazole-15N